C(C)(C)(C)OC(N(C)C([2H])([2H])C=1C(=NN(C1)C)C1=C(C(=CC=C1)[N+](=O)[O-])F)=O ((3-(2-fluoro-3-nitrophenyl)-1-methyl-1H-pyrazol-4-yl)methyl-d2)(methyl)carbamic acid tert-butyl ester